tert-butyl 8-fluoro-4-oxo-2,3-dihydroquinoline-1-carboxylate FC=1C=CC=C2C(CCN(C12)C(=O)OC(C)(C)C)=O